FC(C(=O)O)(F)F.BrC=1C=CC=2N(C1)C=C(N2)N2CCCC2C {6-bromoimidazo[1,2-a]pyridin-2-yl}-5-methylpyrrolidine trifluoroacetate